ClC1=NC(=CC(=C1N)N)Cl 2,6-Dichloropyridine-3,4-diamine